CC(CC)(CCCC)OC(=O)C1C2C=CC(C1)C2 5-(3-methyl-3-heptyloxycarbonyl)-bicyclo[2.2.1]hept-2-ene